2-[6-[4-fluoro-2-(2-methyl-6-morpholin-4-ylpyrimidin-4-yl)oxyphenyl]pyridin-3-yl]ethanamine FC1=CC(=C(C=C1)C1=CC=C(C=N1)CCN)OC1=NC(=NC(=C1)N1CCOCC1)C